(1-(2-(aminomethyl)-3-fluoroallyl)indolin-5-yl)(piperidin-1-yl)methanone methyl-(Z)-2-azido-3-(5-bromo-2,3-dimethoxyphenyl)acrylate COC(/C(=C/C1=C(C(=CC(=C1)Br)OC)OC)/N=[N+]=[N-])=O.NCC(CN1CCC2=CC(=CC=C12)C(=O)N1CCCCC1)=CF